L-aspartic acid magnesium salt [Mg+2].N[C@@H](CC(=O)[O-])C(=O)[O-]